1,4-butanediol monoacetate C(C)(=O)OCCCCO